(4R,5'S,7a'R)-5'-(3-fluorophenyl)-1-(3-fluoropyridine-2-carbonyl)-2-methyl-tetrahydro-3'H-spiro[piperidine-4,2'-pyrrolo[2,1-b][1,3]oxazol]-3'-one FC=1C=C(C=CC1)[C@@H]1CC[C@H]2O[C@@]3(C(N21)=O)CC(N(CC3)C(=O)C3=NC=CC=C3F)C